N-(4-chlorophenyl)-1-[[4-[5-(trifluoromethyl)-1,2,4-oxadiazol-3-yl]phenyl]methyl]triazole-4-carboxamide ClC1=CC=C(C=C1)NC(=O)C=1N=NN(C1)CC1=CC=C(C=C1)C1=NOC(=N1)C(F)(F)F